4-((S)-4-acryloyl-2-methylpiperazin-1-yl)-7-(6-amino-2,3-difluorophenyl)-6-chloro-1-(2-isopropyl-4-(methylsulfanyl)pyridin-3-yl)pyrido[2,3-d]pyrimidin-2(1H)-one C(C=C)(=O)N1C[C@@H](N(CC1)C=1C2=C(N(C(N1)=O)C=1C(=NC=CC1SC)C(C)C)N=C(C(=C2)Cl)C2=C(C(=CC=C2N)F)F)C